N1(CCCC1)C1=C(CN2CCCC23CCN(CC3)C(=O)N3N=CC=C3)C=CC(=C1)C(F)(F)F 1-(1-(2-(pyrrolidin-1-yl)-4-(trifluoromethyl)benzyl)-1,8-diazaspiro[4.5]decane-8-carbonyl)-1H-pyrazole